N-Hydroxy-4-(morpholin-4-yl)benzenecarboximidamide ONC(=N)C1=CC=C(C=C1)N1CCOCC1